C=CC(=O)OC(C1CCCC1)C(C2CCCC2)OC(=O)C=C dicyclopentyldimethylene diacrylate